(1S)-2,2-difluoro-1-[2-fluoro-4-(trifluoromethyl)phenyl]ethanamine hydrochloride Cl.FC([C@@H](N)C1=C(C=C(C=C1)C(F)(F)F)F)F